CN1N=C2N=CC(=CC2=C1)C1=CC(=C(C(=N1)S)C#N)C1CC2(COC2)C1 6-(2-methylpyrazolo[3,4-b]pyridin-5-yl)-4-(2-oxaspiro[3.3]heptan-6-yl)-2-sulfanyl-pyridine-3-carbonitrile